FC1=CC=CC(=N1)C=1C=NN(C(C1)=O)CC=1N(C2=C(N1)SC(=C2)C(=O)OC)C[C@H]2OCC2 methyl (S)-2-((4-(6-fluoropyridin-2-yl)-6-oxopyridazin-1(6H)-yl)methyl)-1-(oxetan-2-ylmethyl)-1H-thieno[2,3-d]imidazole-5-carboxylate